diaminobenzoyl-aniline NC1=C(N(C(C2=CC=CC=C2)=O)N)C=CC=C1